C(CCC\C=C/CC)OC(CCC(=O)OCCCCCCN(CCO)CCN)OCCCC\C=C/CC 6-((2-aminoethyl)(2-hydroxyethyl)amino)hexyl 4,4-bis(((Z)-oct-5-en-1-yl)oxy)butanoate